1-(1-(3-Chloro-4-(3-(trifluoromethoxy)phenoxy)pyridin-2-yl)piperidin-4-yl)-3-(pyridin-3-yl)thiourea ClC=1C(=NC=CC1OC1=CC(=CC=C1)OC(F)(F)F)N1CCC(CC1)NC(=S)NC=1C=NC=CC1